2-azabicyclo[3.2.0]heptane C12NCCC2CC1